methyl (S)-5,6-diamino-2-methyl-3,4-dihydroquinoline-1(2H)-carboxylate NC1=C2CC[C@@H](N(C2=CC=C1N)C(=O)OC)C